(±)-N-(4,5-dichloro-2-cyanophenyl)-3-oxo-3,5,6,7,8,9-hexahydro-2H-6,9-methano-cyclohepta[c]pyridine-10-carboxamide ClC1=CC(=C(C=C1Cl)NC(=O)C1C2CC=3C(=CNC(C3)=O)C1CC2)C#N